FC1=C(C=C2CCCOC2=C1C=1CCC(N(CC1)C(=O)OC(C)(C)C)C)NC1=NC(=CC(=N1)C)NC tert-butyl 5-[7-fluoro-6-[[4-methyl-6-(methylamino) pyrimidin-2-yl] amino] chroman-8-yl]-2-methyl-2,3,4,7-tetrahydroazepine-1-carboxylate